2-(2-chloro-4-fluorophenyl)-N-(4-((4-fluorophenoxy)methyl)-3-sulfamoylphenyl)acetamide ClC1=C(C=CC(=C1)F)CC(=O)NC1=CC(=C(C=C1)COC1=CC=C(C=C1)F)S(N)(=O)=O